tert-Butyl ((2-(((R)-6-((tert-butyldimethylsilyl)oxy)hexan-2-yl)oxy)-6-methylpyridin-3-yl)sulfonyl)-L-prolinate [Si](C)(C)(C(C)(C)C)OCCCC[C@@H](C)OC1=NC(=CC=C1S(=O)(=O)N1[C@@H](CCC1)C(=O)OC(C)(C)C)C